sodium Ethyl (2,2,2-trifluoroethyl) phosphate P(=O)(OCC)(OCC(F)(F)F)[O-].[Na+]